C(=O)O.ClC1=C(C(=CC=C1)Cl)N1CC(C1)C1=CC(=C(C=C1)C(C)(C)N1CCC(CC1)C(=O)O)F 1-(2-(4-(1-(2,6-dichlorophenyl)azetidin-3-yl)-2-fluorophenyl)propan-2-yl)piperidine-4-carboxylic acid, formate salt